BrC1=C2C(=NC=C1)N(C=C2C(=O)OC)COCC[Si](C)(C)C methyl 4-bromo-1-{[2-(trimethylsilyl)ethoxy]methyl}-1H-pyrrolo[2,3-b]pyridine-3-carboxylate